CC(=CCC1=CC2=C(C=C1)C(=CN2)C3=C(C(=O)C(=C(C3=O)O)C4=CNC5=CC=CC=C54)O)C The molecule is a bisindole alkaloid that is quinone bearing hydroxy substituents at positions 2 and 5 and two indol-3-yl groups at positions 3 and 6, one of which is carrying a prenyl group at position 6. Isolated from the culture broth of Chrysosporium merdarium, it acts as an inhibitor of HIV-1 protease and EGF-R protein tyrosine kinase. It has a role as a metabolite, an epidermal growth factor receptor antagonist and a HIV protease inhibitor. It is a bisindole alkaloid and a member of dihydroxy-1,4-benzoquinones.